(2S,3S,4S,5R,6S)-6-(((4aR,10aR)-7-(benzyloxy)-1-propyl-1,2,3,4,4a,5,10,10a-octahydrobenzo[g]quinolin-6-yl)oxy)-3,4,5-trihydroxytetrahydro-2H-pyran-2-carboxylic acid C(C1=CC=CC=C1)OC=1C=CC2=C(C[C@H]3CCCN([C@@H]3C2)CCC)C1O[C@H]1[C@@H]([C@H]([C@@H]([C@H](O1)C(=O)O)O)O)O